1-(4-(2-(4-bromophenyl)-but-3-yn-2-yl)thiazol-2-yl)-3-(3-hydroxypropyl)-urea BrC1=CC=C(C=C1)C(C)(C#C)C=1N=C(SC1)NC(=O)NCCCO